butyl-4-(2-(bis(benzyloxy)phosphoryl)ethyl)piperidine C(CCC)N1CCC(CC1)CCP(=O)(OCC1=CC=CC=C1)OCC1=CC=CC=C1